(R)-1-(1H-indol-3-yl)-3-methoxypropan N1C=C(C2=CC=CC=C12)CCCOC